C=1(C(=CC=CC1)B(O)O)C1=CC=CC=C1 2-BIPHENYLBORONIC ACID